C(=O)O.CN(C1=NC2=CC(=CC=C2C(=N1)NCC1=CC=C(C=C1)B(O)O)OC)C 4-(((2-(dimethylamino)-7-methoxyquinazolin-4-yl)amino)methyl)phenylboronic acid formic acid salt